N-(1,2-dimyristyloxyprop-3-yl)-N,N-dimethyl-N-Hydroxyethylammonium bromide [Br-].C(CCCCCCCCCCCCC)OCC(C[N+](CCO)(C)C)OCCCCCCCCCCCCCC